ethyl 1-cyclopropylmethyl-3-(4-fluorophenyl)-2,4-dioxo-1,2,3,4-tetrahydropyrimidin-5-formate C1(CC1)CN1C(N(C(C(=C1)C(=O)OCC)=O)C1=CC=C(C=C1)F)=O